CC=1C=C(C=C2C(C(=COC12)[Sn](C)(C)C)=O)CN1C[C@H](OCC1)C (R)-8-methyl-6-((2-methylmorpholinyl)methyl)-3-(trimethylstannyl)-4H-chromen-4-one